tert-butyl (4-([1,2,4]triazolo[1,5-a]pyrazin-6-yl)-5-(trifluoromethyl)pyridin-2-yl)carbamate N=1C=NN2C1C=NC(=C2)C2=CC(=NC=C2C(F)(F)F)NC(OC(C)(C)C)=O